C(CCCCCCCCCC)OC(CCCCCNCCO)=O.CC1(OB(OC1(C)C)C=1C=NC=NC1)C 5-(4,4,5,5-tetramethyl-1,3,2-dioxaborolan-2-yl)pyrimidin undecyl-6-[(2-hydroxyethyl)amino]hexanoate